Cl.ClC=1C=C2CN3C(=NC2=CC1)SC=C3CCl 7-chloro-3-(chloromethyl)-5H-thiazolo[2,3-b]Quinazoline hydrochloride